2-Bromo-7-methylindolo[1,2-a]quinoxaline BrC=1C=CC=2N=CC=3N(C2C1)C1=CC=CC=C1C3C